methyl (S)-3-(2-((tert-butoxycarbonyl)amino)acetamido)-3-(4-methyl-3-(trifluoromethyl)phenyl)propanoate C(C)(C)(C)OC(=O)NCC(=O)N[C@@H](CC(=O)OC)C1=CC(=C(C=C1)C)C(F)(F)F